CC=1C2=C(SC1C(=O)O)C=C(C=C2)N2CCN(CC2)C 3-methyl-6-(4-methylpiperazin-1-yl)benzo[b]thiophene-2-carboxylic acid